5-{2-amino-[1,2,4]triazolo[1,5-a]pyridin-7-yl}-N-{[2-(cyclobutylmethoxy)-6-fluorophenyl]methyl}-2-methoxy-6-methylpyridine-3-carboxamide NC1=NN2C(C=C(C=C2)C=2C=C(C(=NC2C)OC)C(=O)NCC2=C(C=CC=C2F)OCC2CCC2)=N1